2-amino-N-((1R,2S)-2-cyanocyclopentyl)-3-methyl-N-((5-(trifluoromethyl)-2-pyridinyl)methyl)-1,7-naphthyridine-6-carboxamide NC1=NC2=CN=C(C=C2C=C1C)C(=O)N(CC1=NC=C(C=C1)C(F)(F)F)[C@H]1[C@H](CCC1)C#N